ClC=1C=CC(=C(C1)C1=CC(=CN=N1)NC1=C2C(=NC=C1)NC(=C2)C(=O)N2CCN(CC2)C)F 6-(5-chloro-2-fluorophenyl)-N-[2-(4-methylpiperazine-1-carbonyl)-1H-pyrrolo[2,3-b]pyridin-4-yl]pyridazin-4-amine